(R)-2,5-dimethoxy-4-iodoamphetamine COC1=C(C[C@H](N)C)C=C(C(=C1)I)OC